z-adipic acid C(CCCCC(=O)O)(=O)O